Cyclohexylisocyanat C1(CCCCC1)N=C=O